1-[2-cyano-4-(trifluoromethyl)phenyl]-4-[6-(2-fluorophenyl)pyridin-3-yl]-N-[(3R)-1-methylpyrrolidin-3-yl]piperidine-4-carboxamide C(#N)C1=C(C=CC(=C1)C(F)(F)F)N1CCC(CC1)(C(=O)N[C@H]1CN(CC1)C)C=1C=NC(=CC1)C1=C(C=CC=C1)F